2,6-di-oxopiperidin-3-ylisoindoline-1,3-dione O=C1NC(CCC1N1C(C2=CC=CC=C2C1=O)=O)=O